BrC=1C(=C2N=C(N=C3N(CCOC(C1Cl)=C32)[C@H](C)C=3C(=NC=CC3)N(C(OC(C)(C)C)=O)C(=O)OC(C)(C)C)Cl)F tert-butyl N-[3-[(1R)-1-(7-bromo-3,8-dichloro-6-fluoro-10-oxa-2,4,13-triazatricyclo[7.4.1.05,14]tetradeca-1,3,5,7,9(14)-pentaen-13-yl)ethyl]-2-pyridyl]-N-tert-butoxycarbonyl-carbamate